urethane acrylate styrenesulfonate C(=CC1=CC=CC=C1)S(=O)(=O)O.C(C=C)(=O)O.NC(=O)OCC